S1C2=C(C=C1)C(=CC=C2)N2CCN(CC2)CCCCOC2=CC(NC1=CC=CC=C21)=O 4-[4-(4-benzo[b]thiophen-4-yl-piperazin-1-yl)butoxy]-1H-quinolin-2-one